O=C1NC(CCC1N1C(C2=CC(=C(C=C2C1=O)N1CCNCC1)F)=O)=O 2-(2,6-dioxohexahydropyridin-3-yl)-6-fluoro-5-(piperazin-1-yl)isoindole-1,3-dione